N-(3-(1-cyclopentyl-1H-indol-2-yl)-1H-pyrazol-5-yl)-4-((1-methylpiperidin-4-yl)amino)benzamide C1(CCCC1)N1C(=CC2=CC=CC=C12)C1=NNC(=C1)NC(C1=CC=C(C=C1)NC1CCN(CC1)C)=O